C[C@]12CC[C@H]3[C@H]([C@@H]1CC[C@@H]2C(=O)NC4=C(C=CC(=C4)C(F)(F)F)C(F)(F)F)CC[C@@H]5[C@@]3(C=CC(=O)N5)C The molecule is an aza-steroid that is inasteride in which the tert-butyl group is replaced by a 2,5-bis(trifluoromethyl)phenyl group. A synthetic 4-azasteroid, dutasteride is a selective inhibitor of both the type 1 and type 2 isoforms of steroid 5alpha-reductase, an intracellular enzyme that converts testosterone to 5alpha-dihydrotestosterone. Dutasteride is used for the treatment of symptomatic benign prostatic hyperplasia in men with an enlarged prostate gland. It has a role as an EC 1.3.1.22 [3-oxo-5alpha-steroid 4-dehydrogenase (NADP(+))] inhibitor and an antihyperplasia drug. It is an aza-steroid, a member of (trifluoromethyl)benzenes and a delta-lactam. It derives from a hydride of a 5alpha-androstane.